BrCC(=O)C1=CC=C(C=C1)SC 2-bromo-1-(4-(methylthio)phenyl)-1-ethanone